methyl (R)-1'-methyl-2'-oxo-1,3-dihydrospiro[indene-2,3'-pyrrolidine]-5-carboxylate CN1C([C@]2(CC1)CC1=CC=C(C=C1C2)C(=O)OC)=O